S(C)(=O)(=O)O.COC1=NC=2CCN(CC2C=C1NC1=NC=C2C(=N1)N(N=C2)[C@H]2C[C@@H](CCC2)C(=O)N)C (1R,3R)-3-(6-((2-methoxy-6-methyl-5,6,7,8-tetrahydro-1,6-naphthyridin-3-yl)amino)-1H-pyrazolo[3,4-d]pyrimidin-1-yl)cyclohexane-1-carboxamide mesylate